3-(3-(4-((5-fluoro-2-methoxyphenoxy)methyl)benzyl)isoxazol-5-yl)pyridin-2-amine FC=1C=CC(=C(OCC2=CC=C(CC3=NOC(=C3)C=3C(=NC=CC3)N)C=C2)C1)OC